N-(5-cyclopentyl-1H-pyrazol-3-yl)-3,5-dimethylpyrazin-2-amine C1(CCCC1)C1=CC(=NN1)NC1=NC=C(N=C1C)C